NC(C)(\C(\CC(CCCCCCCCCCCCC)O)=N/O)C (Z)-2-amino-5-hydroxy-2-methyl-octadecane-3-one oxime